(S)-2-phenyl-N-((S)-1-(3-(2-(trifluoromethyl)pyridin-4-yl)-1,2,4-oxadiazol-5-yl)ethyl)propionamide C1(=CC=CC=C1)[C@@H](C(=O)N[C@@H](C)C1=NC(=NO1)C1=CC(=NC=C1)C(F)(F)F)C